FC=1C=CC(=NC1)C1=NN2C(OCCC2)=C1 2-(5-Fluoropyridin-2-yl)-6,7-dihydro-5H-pyrazolo[5,1-b][1,3]oxazin